Cl.FC=1C=CC=C2CCO[C@H](C12)CNC (R)-1-(8-fluoroisochroman-1-yl)-N-methyl-methylamine hydrochloride